N1=C(NC=2C=NC=CC21)C2COC1=CC=C(C=C1C2)ON2C(CCC1=CC=CN=C21)=O [3-(3H-imidazo[4,5-c]pyridin-2-yl)chroman-6-yl]oxy-3,4-dihydro-1H-1,8-naphthyridin-2-one